4-(3-((4-chloro-3-fluorobenzyl)thio)-5-(4-methoxyphenyl)-4H-1,2,4-triazol-4-yl)benzoic acid ClC1=C(C=C(CSC2=NN=C(N2C2=CC=C(C(=O)O)C=C2)C2=CC=C(C=C2)OC)C=C1)F